C(CCCCCCC)SC=1C=C(C(=C(C1)SCCCCCCCC)O)C 4,6-bis(n-octylthio)-o-cresol